CN1N=CC2=C1CC1(CCN(CC1)C(=O)OC(C)(C)C)C2=O tert-butyl 1-methyl-4-oxidanylidene-spiro[6H-cyclopenta[c]pyrazole-5,4'-piperidine]-1'-carboxylate